C(C)[C@](N)(CCCCN)C(=O)O L-α-ethyllysine